3-(5-amino-4-(ethoxycarbonyl)-1H-pyrazol-1-yl)benzoic acid NC1=C(C=NN1C=1C=C(C(=O)O)C=CC1)C(=O)OCC